C1(CC1)CN(C1=NC(=CC2=C1N=C(N=C2)N[C@H]2[C@H](COC2)NC(C=C)=O)C2=C(C(=CC(=C2Cl)OC)OC)Cl)C N-((3R,4S)-4-((8-((cyclopropylmeth-yl)(methyl)amino)-6-(2,6-dichloro-3,5-dimethoxyphenyl)pyrido[3,4-d]pyrimidin-2-yl)amino)tetrahydrofuran-3-yl)acrylamide